C1(=CC=CC=C1)C=1SC=C(N1)C1=CC=CC=C1 2,4-diphenyl-thiazole